C(C)(C)(C)OC(=O)[C@H]1C[C@H](C1)S(=O)(=O)N1CCC(CC1)C1=C(C(N=C(N1)C=1SC=CN1)C1=C(C=C(C=C1)F)Cl)C(=O)OCC (cis)-ethyl 6-(1-((3-(tert-butoxycarbonyl)cyclobutyl)sulfonyl)piperidin-4-yl)-4-(2-chloro-4-fluorophenyl)-2-(thiazol-2-yl)-1,4-dihydropyrimidine-5-carboxylate